C1COC=2C1=C1C(=CNC1=CC2)CCNCC 2-(1,6-dihydro-2H-furo[3,2-e]indol-8-yl)-N-ethylethan-1-amine